7,8-dihydro-6,9-dioxa-2,2a,5-triazabenzo[cd]azulene-4-carboxylic acid methyl ester COC(=O)C=1N=C2C=3N(N=CC3OCCO2)C1